O1COCC2=C1C=CC=C2CSC=2OC1=C(N2)C=CC(=C1)Cl ((benzo[d][1,3]dioxan-5-ylmethyl)thio)-6-chlorobenzo[d]oxazole